O1C(OCC1)C=1C=CC(=NC1)C1=C2CCN(C2=CC=C1)C=1C=C(C=2N(N1)C(=CN2)C(=O)OCC)N(C)CC2=CC=C(C=C2)OC Ethyl 6-(4-(5-(1,3-dioxolan-2-yl)pyridin-2-yl)indolin-1-yl)-8-((4-methoxybenzyl)(methyl)amino)imidazo[1,2-b]pyridazine-3-carboxylate